1-(tert-butyl)-3-phenyl-5-methyl-pyrazol-4-ol C(C)(C)(C)N1N=C(C(=C1C)O)C1=CC=CC=C1